(R,2R)-2-(hydroxymethyl)-2-methyl-N'-(tricyclo[6.2.0.03,6]deca-1,3(6),7-trien-2-ylcarbamoyl)-2,3-dihydropyrazolo[5,1-b]oxazole-7-sulfonimidamide OC[C@]1(CN2C(O1)=C(C=N2)[S@@](=O)(N)=NC(NC2=C1CCC1=CC=1CCC21)=O)C